N-[cis-2,2-difluoro-1-(hydroxymethyl)cyclopropyl]-2-methyl-5-[(pyridin-2-yl)methoxy]pyrazolo[1,5-a]pyridine-3-carboxamide FC1(C(C1)(CO)NC(=O)C=1C(=NN2C1C=C(C=C2)OCC2=NC=CC=C2)C)F